N-methyl-2-mercapto-5-pentanolactam CN1C(C(CCC1)S)=O